(S)-3-(5-fluoro-2-hydrazineylpyridin-4-yl)-2-methylpropan-1-ol FC=1C(=CC(=NC1)NN)C[C@@H](CO)C